BrC1=NN(C(=C1)CS(=O)(=O)OS(=O)(=O)CC1=CC(=NN1C1=NC=CC=C1Cl)Br)C1=NC=CC=C1Cl 3-bromo-1-(3-chloropyridin-2-yl)-1H-pyrazole-5-methanesulfonic anhydride